NC1=NC2=C(N1C[C@@H](CCCOC1=C(C=NN1C)C1=NC(=CC(=C1)C(=O)OC)C)C)C=C(C=C2)N2C(CN(CC2)C(=O)OC(C)(C)C)=O tert-butyl (R)-4-(2-amino-1-(5-((4-(4-(methoxycarbonyl)-6-methylpyridin-2-yl)-1-methyl-1H-pyrazol-5-yl) oxy)-2-methylpentyl)-1H-benzo[d]imidazol-6-yl)-3-oxopiperazine-1-carboxylate